C[Si]1(C2=C(C3(C4=C1C=CC=C4)C4=CC=CC=C4NC=4C=CC=CC43)C=CC=C2)C 5',5'-dimethyl-5'H,10H-spiro[acridine-9,10'-dibenzo[b,e]siline]